OC1=C(C=C(C=C1OC)/C=C/C(=O)OCCC1=CC=CC=C1)OC (E)-phenethyl 3-(4-hydroxy-3,5-dimethoxyphenyl)acrylate